NC1=C2C(=NC=N1)N(N=C2C#CC=2C(=CC1=C(N=C(O1)NC)C2F)F)[C@@H]2CN(CC2)C(C=C)=O (S)-1-(3-(4-amino-3-((4,6-difluoro-2-(methylamino)benzo[d]oxazol-5-yl)ethynyl)-1H-pyrazolo[3,4-d]pyrimidin-1-yl)pyrrolidin-1-yl)prop-2-en-1-one